N-(4-(2-(((1r,4r)-4-aminocyclohexyl)amino)-8-ethylquinazolin-6-yl)-3-methylphenyl)-2-chlorobenzenesulfonamide NC1CCC(CC1)NC1=NC2=C(C=C(C=C2C=N1)C1=C(C=C(C=C1)NS(=O)(=O)C1=C(C=CC=C1)Cl)C)CC